tert-butyl (2-(2-hydroxyphenyl)propan-2-yl)carbamate OC1=C(C=CC=C1)C(C)(C)NC(OC(C)(C)C)=O